2-(1-methyl-1H-imidazol-5-yl)-6-(tetrahydro-2H-pyran-4-yl)-N-((1r,4r)-4-(2,2,2-trifluoroethoxy)cyclohexyl)pyrimidine-4-carboxamide CN1C=NC=C1C1=NC(=CC(=N1)C(=O)NC1CCC(CC1)OCC(F)(F)F)C1CCOCC1